FC1=CC=CC=2N=C(SC21)N(CCC2=CC=C(C=C2)F)CC=2C=C(C=CC2)C#CC(=O)O 3-(3-(((7-fluorobenzo[d]thiazol-2-yl)(4-fluorophenethyl)amino)-methyl)phenyl)propiolic acid